O.C(=O)C=O.C(=O)C=O.C(=O)C=O Triglyoxal hydrate